[O-]S(=O)(=O)C(F)(F)F.C(CCCCCCCCCC)[N+]1=CC=C(C=C1)CCC 1-undecyl-4-propylpyridinium triflate